4-cyano-N-(2,4-dimethoxybenzyl)-2,5-difluoro-N-(1,2,4-thiadiazol-5-yl)benzenesulfonamide C(#N)C1=CC(=C(C=C1F)S(=O)(=O)N(C1=NC=NS1)CC1=C(C=C(C=C1)OC)OC)F